CN1N=C(C=C1)COC1=CC=CC(=N1)C1CCN(CC1)CC=1N(C2=C(N1)C=CC(=C2)C(=O)OC)C[C@H]2OCC2 methyl 2-[[4-[6-[(1-methylpyrazol-3-yl)methoxy]-2-pyridyl]-1-piperidyl]methyl]-3-[[(2S)-oxetan-2-yl]methyl]benzimidazole-5-carboxylate